6-bromo-1-(trifluoromethyl)pyrazolo[4,3-c]Pyridine BrC1=CC2=C(C=N1)C=NN2C(F)(F)F